N-(1-(2,4-bis(trifluoromethyl)benzyl)-1H-pyrazol-4-yl)-5-(3-chloropyridin-2-yl)isoxazole-3-carboxamide FC(C1=C(CN2N=CC(=C2)NC(=O)C2=NOC(=C2)C2=NC=CC=C2Cl)C=CC(=C1)C(F)(F)F)(F)F